CC1(C(=CCC1C)C)CC(=O)OCC(C)C isobutyl (1,2,5-trimethyl-2-cyclopentenyl)acetate